methyl (E)-2-[2-[6-(2-chloropyridin-3-yloxy) pyrimidin-4-yloxy] phenyl]-3-methoxyacrylate ClC1=NC=CC=C1OC1=CC(=NC=N1)OC1=C(C=CC=C1)/C(/C(=O)OC)=C\OC